2-amino-6-borono-2-(3-(4-(4-methoxybenzoyl)piperazin-1-yl)propyl)hexanoic acid NC(C(=O)O)(CCCCB(O)O)CCCN1CCN(CC1)C(C1=CC=C(C=C1)OC)=O